methyl 3-amino-4-((2,2-diethoxyethyl) (2-methylbutyl) amino)-4-oxobutyrate NC(CC(=O)OC)C(=O)N(CC(CC)C)CC(OCC)OCC